CN1N=C2N=C(N=C(C2=C1)SCC(=O)C1=CC=C(S1)CNC(=O)C1CC1)C(F)(F)F N-((5-(2-((2-methyl-6-(trifluoromethyl)-2H-pyrazolo[3,4-d]pyrimidin-4-yl)thio)acetyl)thiophen-2-yl)methyl)cyclopropanecarboxamide